CC(CC)C1=CC=C(C=C1)NC=1C2=C(N=C(N1)N1C[C@H](OCC1)C)C(N(C2)C(C)C)=O 4-{[4-(butan-2-yl)phenyl]amino}-2-[(2R)-2-methylmorpholin-4-yl]-6-(propan-2-yl)-5,6-dihydro-7H-pyrrolo[3,4-d]pyrimidin-7-one